5-((1,2,3,4-Tetrahydroisoquinolin-8-yl)amino)pyridin-2(1H)-one hydrochloride Cl.C1NCCC2=CC=CC(=C12)NC=1C=CC(NC1)=O